N1C[C@H](CCC1)C1=CC=C(C=C1)NC(C1=NC=C(C=C1)OCC(F)(F)F)=O |r| (RS)-N-(4-(Piperidin-3-yl)-phenyl)-5-(2,2,2-trifluoroethoxy)-picolinamid